N1C=NC=C1CN1CCN(CC1)C=1C=CC=2N(C1)C(=C(N2)CC)N(C=2SC=C(N2)C2=CC=C(C=C2)F)C N-(6-(4-((1H-imidazol-5-yl)methyl)piperazin-1-yl)-2-ethylimidazo[1,2-a]pyridin-3-yl)-4-(4-fluorophenyl)-N-methylthiazol-2-amine